Allyl (S)-5-(4-diazo-3-oxobutyl)-1-(9H-fluoren-9-yl)-3,6-dioxo-2,10,13,16-tetraoxa-4,7-diazanonadecan-19-oate [N+](=[N-])=CC(CC[C@H](NC(OCC1C2=CC=CC=C2C=2C=CC=CC12)=O)C(NCCOCCOCCOCCC(=O)OCC=C)=O)=O